((3-tridecylbicyclo[1.1.1]pent-1-yl)methoxy)silane C(CCCCCCCCCCCC)C12CC(C1)(C2)CO[SiH3]